2,2-dimethylpentamethylenediamine CC(CN)(CCCN)C